tert-butyl 3-hydroxy-3-(5-(methoxycarbonyl)-2-methylphenyl)azetidine-1-carboxylate OC1(CN(C1)C(=O)OC(C)(C)C)C1=C(C=CC(=C1)C(=O)OC)C